C(=O)C(CCCC)NC(OC(C)(C)C)=O TERT-BUTYL 1-FORMYLPENTYLCARBAMATE